COC(=O)C=1C=C2N=C(C(=NC2=CC1)C)Cl.FC1CO[C@H](C2=CC=C(C=C12)F)[C@H]1NCC1 (2S)-2-((1R)-4,6-Difluoroisochroman-1-yl)azetidine methyl-3-chloro-2-methylquinoxaline-6-carboxylate